6-Bromoquinolin-8-amine BrC=1C=C2C=CC=NC2=C(C1)N